N,N'-diphenyl-N,N'-bis(m-tolyl)-benzidine C1(=CC=CC=C1)N(C1=CC=C(C=C1)C1=CC=C(N(C=2C=C(C=CC2)C)C2=CC=CC=C2)C=C1)C=1C=C(C=CC1)C